N-(2,2-Difluoroethyl)-2-((5-(7-(((2S,5R)-5-(ethylsulfonamido)tetrahydro-2H-pyran-2-yl)methyl)-2,7-diazaspiro[3.5]nonan-2-yl)-1,2,4-triazin-6-yl)oxy)-5-fluoro-N-isopropylbenzamide FC(CN(C(C1=C(C=CC(=C1)F)OC1=C(N=CN=N1)N1CC2(C1)CCN(CC2)C[C@H]2OC[C@@H](CC2)NS(=O)(=O)CC)=O)C(C)C)F